4-(trifluoro-methyl)-thiazol FC(C=1N=CSC1)(F)F